2-chloro-1,2-propanediol ClC(CO)(C)O